benzyl (R)-(1-(4-chloropyridin-3-yl)azepan-3-yl)(methyl)carbamate ClC1=C(C=NC=C1)N1C[C@@H](CCCC1)N(C(OCC1=CC=CC=C1)=O)C